NC1=NC=NC=2N(C3=CC=C(C=C3C21)C)CC(=O)N2[C@@H]1C[C@@]1(C[C@H]2C(=O)NC2=NC(=CC=C2C)Br)C (1R,3S,5R)-2-(2-(4-amino-6-methyl-9H-pyrimido[4,5-b]indol-9-yl)acetyl)-N-(6-bromo-3-methylpyridin-2-yl)-5-methyl-2-azabicyclo[3.1.0]hexane-3-carboxamide